ClC1=NC2=CC=C(C=C2C=C1Cl)I 2,3-Dichloro-6-iodo-quinoline